6-(2,6-difluoro-4-(2-methyl-2H-indazol-4-yl)benzyl)-N-((2S,3S)-1-hydroxy-3-methylpentan-2-yl)-5-oxo-5,6-dihydropyrido[3,4-b]pyrazine-8-carboxamide FC1=C(CN2C(C3=NC=CN=C3C(=C2)C(=O)N[C@H](CO)[C@H](CC)C)=O)C(=CC(=C1)C=1C2=CN(N=C2C=CC1)C)F